2-(3,5-dimethoxy-4-propan-2-yloxyphenyl)ethylamine COC=1C=C(C=C(C1OC(C)C)OC)CCN